ClC1=C(C2=C(OCCO2)C=C1NC1=NC(=CC(=N1)C)NC)C=1CCC(N(CC1)C(=O)OC(C)(C)C)C tert-butyl 5-(6-chloro-7-((4-methyl-6-(methylamino)pyrimidin-2-yl)amino)-2,3-dihydrobenzo[b][1,4]dioxin-5-yl)-2-methyl-2,3,4,7-tetrahydro-1H-azepine-1-carboxylate